5-(4-benzyl-phenyl)tetrazoleN C(C1=CC=CC=C1)C1=CC=C(C=C1)C1NNN=N1